5-[(5-Methoxypyridin-2-yl)methoxy]-2-(3-phenoxyphenyl)-1,3-benzoxazole COC=1C=CC(=NC1)COC=1C=CC2=C(N=C(O2)C2=CC(=CC=C2)OC2=CC=CC=C2)C1